C(C1=CC=C(C=C1)C(C(C)(C)O)=O)C1=CC=C(C=C1)C(C(C)(O)C)=O 1'-(methylene-di-1,4-phenylene)bis(2-hydroxy-2-methylpropan-1-one)